N-(6-(2H-1,2,3-triazol-2-yl)-5-(trifluoromethyl)pyridin-3-yl)-6-(isoquinolin-4-yl)-2-methoxynicotinamide N=1N(N=CC1)C1=C(C=C(C=N1)NC(C1=C(N=C(C=C1)C1=CN=CC2=CC=CC=C12)OC)=O)C(F)(F)F